FC1=C(C=C(C=C1)F)C1=CC=C(C=C1)C=1C=CC2=C(NC(=N2)C)C1 6-(2',5'-difluoro-[1,1'-Biphenyl]-4-yl)-2-Methyl-1H-benzo[d]Imidazol